C(CCCCCCC\C=C/C\C=C/CCCCC)OC(C(CCC(=O)OCCCCCCCC\C=C/C\C=C/CCCCC)NC(CCC(OCCCCN1CCCC1)=O)=O)=O.CN(C)CCC(=O)N1CCOCC1 3-(N,N-dimethylamino)propionyl-morpholine bis[(9Z,12Z)-octadeca-9,12-dienyl]2-[[4-oxo-4-(4-pyrrolidin-1-ylbutoxy)butanoyl]amino]pentanedioate